S1C=NC2=C1C=C(C=C2)S(=O)(=O)N2C=CC1=CC(=CC=C21)Cl 1-(6-Benzothiazolylsulfonyl)-5-chloro-1H-indol